2,7,11-trimethyl-2,6,10-dodecatrien-1-ol CC(CO)=CCCC=C(CCC=C(C)C)C